2-(3-(3-bromophenyl)-5-hydroxy-4-(4-sulfamoylbenzyl)-1H-pyrazol-1-yl)thiazole-4-carboxylic acid BrC=1C=C(C=CC1)C1=NN(C(=C1CC1=CC=C(C=C1)S(N)(=O)=O)O)C=1SC=C(N1)C(=O)O